1-((6-bromopyridin-3-yl)methyl)-6-(3-(difluoromethyl)-4-fluorophenyl)-1H-pyrazolo[4,3-b]pyridine BrC1=CC=C(C=N1)CN1N=CC2=NC=C(C=C21)C2=CC(=C(C=C2)F)C(F)F